C1=[NH+]C=CC=2C1=C1C=CC=CN1C2 pyrido[3,4-a]indolizinium